OCC1CCC(CC1)C=1SC2=C(N1)C=C(C(=C2)N2C(N=C(C=C2)C(=O)N)C)C(C)(C)O 1-N-[2-[4-(hydroxymethyl)cyclohexyl]-5-(1-hydroxy-1-methyl-ethyl)-1,3-benzothiazol-6-yl]-2-methyl-pyrimidine-4-carboxamide